N-(3,3-dimethyl-butyl)-2-methoxy-4-methyl-7-(trifluoromethyl)-quinoline-3-carboxylic acid amide CC(CCNC(=O)C=1C(=NC2=CC(=CC=C2C1C)C(F)(F)F)OC)(C)C